6-[2-(7-chloro-2,6-naphthyridin-1-yl)ethynyl]-3,3-dimethyl-indolin-2-one ClC1=NC=C2C=CN=C(C2=C1)C#CC1=CC=C2C(C(NC2=C1)=O)(C)C